Methyl (1S,3S)-3-((2-methyl-6-(1-methyl-5-((5-(methylthio)-2H-tetrazol-2-yl)methyl)-1H-1,2,3-triazol-4-yl)pyridin-3-yl)oxy)cyclohexane-1-carboxylate CC1=NC(=CC=C1O[C@@H]1C[C@H](CCC1)C(=O)OC)C=1N=NN(C1CN1N=C(N=N1)SC)C